cis-N-(4-chloro-3-(trans-3-hydroxy-3-methylcyclopentyl)phenyl)-3-(trifluoromethyl)-6-azabicyclo[3.1.1]heptane-6-carboxamide ClC1=C(C=C(C=C1)NC(=O)N1C2CC(CC1C2)C(F)(F)F)[C@@H]2C[C@@](CC2)(C)O